BrC1=CC2=C(C(=NS2)NC(C2=C(C=CC=C2)F)=O)C=C1 N-(6-Bromobenzo[d]isothiazol-3-yl)-2-fluorobenzamide